COC(=O)C=1C=CC2=C(N(C(=N2)CN2CC(CC2)C2=CC(=CC=C2)OC2=CC=CC=C2)C[C@H]2OCC2)C1 (((S)-oxetan-2-yl)methyl)-2-((3-(3-phenoxyphenyl)pyrrolidin-1-yl)methyl)-1H-benzo[d]imidazole-6-carboxylic acid methyl ester